CNC(=O)C1(CCN(CC1)C1=C(C=C(C=C1)C(F)(F)F)NC(=O)C=1OC(=CC1)C1CCOCC1)C N,4-dimethyl-1-(2-(5-(tetrahydro-2H-pyran-4-yl)furan-2-carboxamido)-4-(trifluoromethyl)-phenyl)piperidine-4-carboxamide